C1(CCC(CC1)C(=O)Cl)C(=O)Cl cyclohexane-1,4-dicarbonyl chloride